1-[[3-fluoro-4-[5-(trifluoromethyl)-1,2,4-oxadiazol-3-yl]phenyl]methyl]azepan-2-one FC=1C=C(C=CC1C1=NOC(=N1)C(F)(F)F)CN1C(CCCCC1)=O